4-[[2-(4-tert-butyl-2-fluoro-5-hydroxy-phenyl)acetyl]amino]-N-(1-cyanoethyl)pyridine-2-carboxamide Ethyl-pyridine-3-carboxylate C(C)OC(=O)C=1C=NC=CC1.C(C)(C)(C)C1=CC(=C(C=C1O)CC(=O)NC1=CC(=NC=C1)C(=O)NC(C)C#N)F